FC1(CC2(C1)CN(CC2)C2=CC=C(C=N2)C2=NN(C(=N2)NC2=CC(=C(C=C2)C=2C=NNC2F)OC)C)F 3-(6-(2,2-difluoro-6-azaspiro[3.4]octan-6-yl)pyridin-3-yl)-N-(4-(5-fluoro-1H-pyrazol-4-yl)-3-methoxyphenyl)-1-methyl-1H-1,2,4-triazol-5-amine